3,7-Dimethyl-3,6-nonadienenitrile CC(CC#N)=CCC=C(CC)C